C12(CCC(CC1)CC2)C(=O)OC[C@]2(O[C@H](C[C@@H]2O)N2C1=NC(=NC(=C1N=C2)NC(CCCCCCC)=O)F)C#C ((2R,3S,5R)-2-ethynyl-5-(2-fluoro-6-octanamido-9H-purin-9-yl)-3-hydroxytetrahydrofuran-2-yl)methyl bicyclo[2.2.2]octane-1-carboxylate